COC(CCCCCCCC=CCCCCCCCCO)=O Methyl-18-hydroxyoctadec-9-enoate